C1(=C(C=CC=C1)N1C(C=CC1=O)=O)N1C(C=CC1=O)=O N,N'-o-phenylenebismaleimide